C(CCC)OC1=CC=C2C(C(=COC2=C1)C1=CC=C(C=C1)OC)=O 7-butoxy-3-(4-methoxyphenyl)-4H-chromen-4-one